COC1CC(CC(C1)O)O 5-methoxycyclohexane-1,3-diol